tert-butyl (3-(3-oxo-3-((5-((5-(4-(2-oxopyrrolidin-1-yl)phenyl)pyridin-2-yl)amino)pyridin-3-yl)amino)propyl)phenyl)carbamate O=C(CCC=1C=C(C=CC1)NC(OC(C)(C)C)=O)NC=1C=NC=C(C1)NC1=NC=C(C=C1)C1=CC=C(C=C1)N1C(CCC1)=O